3-(1-Methylcyclohexyl)-5-(piperidin-1-ylmethyl)-5,6-dihydro-1,4,2-dioxazine CC1(CCCCC1)C1=NOCC(O1)CN1CCCCC1